ClC1N(CCC2=CC=CC=C12)C1CCC2=C(N(C(=N2)C2=C(C=CC=C2)Cl)C)C1 Chloro-2-(2-(2-chlorophenyl)-1-methyl-4,5,6,7-tetrahydro-1H-benzo[d]imidazol-6-yl)-1,2,3,4-tetrahydroisochinolin